tert-butyl (1R,2'R,3s,3'S,5S)-2'-hydroxy-3'-((S)-5H-imidazo[5,1-a]isoindol-5-yl)-8-azaspiro[bicyclo[3.2.1]octane-3,1'-cyclobutane]-8-carboxylate O[C@H]1C2(C[C@H]1[C@@H]1N3C(C4=CC=CC=C14)=CN=C3)C[C@H]3CC[C@@H](C2)N3C(=O)OC(C)(C)C